(((3aR,4R,6R,6aS)-6-(4-amino-5-(4-benzylthiazol-2-yl)-2-chloro-7H-pyrrolo[2,3-d]pyrimidin-7-yl)-2,2-dimethyltetrahydro-4H-cyclopenta[d][1,3]dioxol-4-yl)methyl)carbamate NC=1C2=C(N=C(N1)Cl)N(C=C2C=2SC=C(N2)CC2=CC=CC=C2)[C@@H]2C[C@@H]([C@@H]1[C@H]2OC(O1)(C)C)CNC([O-])=O